BrC1=C(C(=C(C=C1)[C@@H]1C(CN(CC1)C1CCNCC1)(F)F)F)F (R)-4-(4-bromo-2,3-difluorophenyl)-3,3-difluoro-1,4'-bipiperidine